tert-butyl 3-[2-[3-[3-[(4-methyl-1,2,4-triazol-3-yl)methyl]oxetan-3-yl]phenyl]-3-oxo-7-(trifluoromethyl)isoindolin-5-yl]pyrrolidine-1-carboxylate CN1C(=NN=C1)CC1(COC1)C=1C=C(C=CC1)N1CC2=C(C=C(C=C2C1=O)C1CN(CC1)C(=O)OC(C)(C)C)C(F)(F)F